(R)-4-(2-amino-4-((1-hydroxy-2-methylhexan-2-yl)amino)quinazolin-7-yl)-5-((methyl-(phenethyl)amino)methyl)pyridine NC1=NC2=CC(=CC=C2C(=N1)N[C@@](CO)(CCCC)C)C1=CC=NC=C1CN(CCC1=CC=CC=C1)C